C(C)(=O)C1=CC=C(C=C1)N1N=CC=2C(C1=O)=C(N(C2C)C2=CC=CC=C2)C 2-(4-acetylphenyl)-5,7-dimethyl-6-phenyl-2,6-dihydro-1H-pyrrolo[3,4-d]pyridazin-1-one